N-(3-chloro-5-methylbenzyl)-5,8-dimethoxy-6-methyl-1,2,3,4-tetrahydronaphthalen-2-amine hydrochloride Cl.ClC=1C=C(CNC2CC3=C(C=C(C(=C3CC2)OC)C)OC)C=C(C1)C